ClC1=NC=CN=C1C=1C=NN(C1)C 2-chloro-3-(1-methylpyrazol-4-yl)pyrazine